FC=1C=C(C=CC1)S(=O)(=O)CC1CCN(CC1)C(=O)OC(C)(C)C tert-Butyl 4-(((3-fluorophenyl)sulfonyl)methyl)piperidine-1-carboxylate